COC(CCC1=CC(=C(C(=C1)C(C)(C)C)O)C(C)(C)C)=O methyl-β-(3,5-Di-tert-butyl-4-hydroxyphenyl)propionate